tert-butyl (5S)-5-methyl-2-[2-(1-methyl-3,6-dihydro-2H-pyridin-4-yl)-1,3-benzothiazol-5-yl]piperidine-1-carboxylate C[C@H]1CCC(N(C1)C(=O)OC(C)(C)C)C=1C=CC2=C(N=C(S2)C=2CCN(CC2)C)C1